2-methyl-N-[(1S)-1-[3-[2-(trifluoromethyl)-4-pyridyl]isoxazol-5-yl]ethyl]-5-(trifluoromethyl)pyrazole-3-carboxamide CN1N=C(C=C1C(=O)N[C@@H](C)C1=CC(=NO1)C1=CC(=NC=C1)C(F)(F)F)C(F)(F)F